OCC12CC(C1)(C2)NC=2C1=C(N=C(N2)N2CC3=CC=C(C=C3CC2)C2=NC=CC=N2)CC[S@]1=O (R)-4-((3-(hydroxymethyl)bicyclo[1.1.1]pent-1-yl)amino)-2-(6-(pyrimidin-2-yl)-3,4-dihydroisoquinolin-2(1H)-yl)-6,7-dihydrothieno[3,2-d]pyrimidine 5-oxide